N-(2,2-dimethylcyclobutyl)-5-(thiadiazol-5-ylamino)-1H-pyrazolo[3,4-c]pyridine-7-carboxamide CC1(C(CC1)NC(=O)C=1N=C(C=C2C1NN=C2)NC2=CN=NS2)C